7-fluoro-1-methylindole FC=1C=CC=C2C=CN(C12)C